tert-Butyl (3-cyano-7-fluoro-4-(5-fluoro-3-(5-methyl-2,5-diazaspiro[3.4]octan-2-yl)-7,9-dihydrofuro[3,4-f]quinazolin-6-yl)thieno[3,2-c]pyridin-2-yl)carbamate C(#N)C1=C(SC2=C1C(=NC=C2F)C=2C1=C(C=3C=NC(=NC3C2F)N2CC3(C2)N(CCC3)C)COC1)NC(OC(C)(C)C)=O